COC(=O)C1=CC=CC2=C1N(C(=N2)C)N2C=NC=C2 (1H-imidazol-1-yl)-2-methyl-1H-benzo[d]imidazole-7-carboxylic acid methyl ester